(2,3-dihydro-4H-benzo[b][1,4]oxazin-4-yl)ethan-1-one O1C2=C(N(CC1)C(C)=O)C=CC=C2